trans-ethyl 2-[(6-bromo-3-nitro-2-pyridyl)-[4-[N-(cyclopropylmethyl) anilino]-cyclohexyl]amino]acetate BrC1=CC=C(C(=N1)N(CC(=O)OCC)[C@@H]1CC[C@H](CC1)N(C1=CC=CC=C1)CC1CC1)[N+](=O)[O-]